4-[7-chloro-2-methoxyethoxymethyl-10,11-dihydro-dibenzo[b,f]azepin-5-yl]-butylamine ClC1=CC2=C(CCC3=C(N2CCCCN)C=CC=C3COCCOC)C=C1